2-[(2E)-2-(aminomethyl)-3-fluoroprop-2-en-1-yl]-4-[4-(2,3-dihydro-1,4-benzodioxin-6-yl)pyridin-2-yl]-2,4-dihydro-3H-1,2,4-triazol-3-one NC/C(/CN1N=CN(C1=O)C1=NC=CC(=C1)C1=CC2=C(OCCO2)C=C1)=C\F